9,10-bis(n-butoxycarbonyldecamethylene)anthracene C(CCC)OC(=O)CCCCCCCCCC=C1C2=CC=CC=C2C(C=2C=CC=CC12)=CCCCCCCCCCC(=O)OCCCC